BrC1=CC(=CC(=C1)[N+](=O)[O-])OC1=CC(=CC(=C1)F)F 1-bromo-3-(3,5-difluorophenoxy)-5-nitrobenzene